ClC=1C(=CC=C2N=CC(=NC12)C=1C=NN(C1)C[C@H](C)O)OC=1C=CC2=C(NC(=N2)C)C1F (2S)-1-(4-{8-chloro-7-[(7-fluoro-2-methyl-1H-1,3-benzodiazol-6-yl)oxy]quinoxalin-2-yl}-1H-pyrazol-1-yl)propan-2-ol